[Si](C1=CC=CC=C1)(C1=CC=CC=C1)(C(C)(C)C)OCC[C@H]1C[C@H](CC1)OC1=C(C=CC(=C1)C)S(=O)(=O)CCC(=O)OC[C@@H](CCCC)CC |o1:20,22,&1:42| (RS)-2-Ethylhexyl 3-((2-(((1S*,3S*)-3-(2-((tert-butyldiphenylsilyl)oxy)ethyl)cyclopentyl)oxy)-4-methylphenyl)sulfonyl)propanoate